nickel-cobalt-tungsten-molybdenum sulfide [Mo]=S.[W].[Co].[Ni]